O=C1NC2=CC=CC=C2C12C1(NC(C2)C(=O)N)CCCCC1 2''-oxo-dispiro[cyclohexane-1,2'-pyrrolidin-3',3''-indoline]-5'-carboxamide